ClC=1C=CC(=C(C(=O)O)C1)N[C@H](C)C=1C=C(C=C2C(C(=C(OC12)C1=C(C=CC=C1)F)C)=O)C 5-Chloro-2-[[(1R)-1-[2-(2-fluorophenyl)-3,6-dimethyl-4-oxo-chromen-8-yl]ethyl]amino]benzoic acid